C1(=CC=CC=C1)C1=CC=CC=C1 Phenyl-(benzene)